4-(cycloheptyloxy)benzonitrile C1(CCCCCC1)OC1=CC=C(C#N)C=C1